tert-butyl 4-(4-fluoro-5-((8-fluoro-2-methylimidazo[1,2-a]pyridin-6-yl)carbamoyl)thiophen-2-yl)-2-methylpiperidine-1-carboxylate FC=1C=C(SC1C(NC=1C=C(C=2N(C1)C=C(N2)C)F)=O)C2CC(N(CC2)C(=O)OC(C)(C)C)C